C(C)(=O)N[C@@H](C(=O)O)CC1=CC=C(C=C1)[N+](=O)[O-] (R)-2-acetamido-3-(4-nitrophenyl)propionic acid